dimethyl (5'-methyl-4-pentyl-2'-(prop-1-en-2-yl)-[1,1'-biphenyl]-2,6-diyl) bis((1-(dimethoxyphosphoryl)-1-hydroxyethyl)phosphonate) COP(=O)(OC)C(C)(O)P(OC)(OC1=C(C(=CC(=C1)CCCCC)OP(OC)(=O)C(C)(O)P(=O)(OC)OC)C1=C(C=CC(=C1)C)C(=C)C)=O